1-(3-(tert-butyl)-5-((9-(pyridin-2-yl)-9H-carbazol-2-yl)oxy)phenyl)-N2-phenylbenzene-1,2-diamine C(C)(C)(C)C=1C=C(C=C(C1)OC1=CC=2N(C3=CC=CC=C3C2C=C1)C1=NC=CC=C1)C1(C(C=CC=C1)NC1=CC=CC=C1)N